BrCCCCCCCCCCCCCCCC (bromomethyl)pentadecane